4-Methoxy-5-(trifluoromethyl)pyrazolo[1,5-a]pyridin-3-amine COC=1C=2N(C=CC1C(F)(F)F)N=CC2N